S1C=NC2=C1C=CC(=C2)CN[C@H](C)C(C)(C)C (R)-N-(benzo[d]thiazol-5-ylmethyl)-3,3-dimethylbutan-2-amine